C(CCCCC1CO1)[Si](O[Si](CCCCCC1CO1)(OC)OC)(OC)OC 1,3-bis(6,7-epoxyheptyl)tetramethoxydisiloxane